(4-((dimethylamino)methyl)-3-(trifluoromethyl)phenyl)-3-iodo-4-methylbenzene CN(C)CC1=C(C=C(C=C1)C1=CC(=C(C=C1)C)I)C(F)(F)F